C1CC12NCCN(C2)C2=CC=CC(=N2)C2=NC1=CC(=NC=C1C=C2)CNC(C2=CN=C(C(=C2)S(=O)(=O)C)C)=O N-((2-(6-(4,7-diazaspiro[2.5]octan-7-yl)pyridin-2-yl)-1,6-naphthyridin-7-yl)methyl)-6-methyl-5-(methylsulfonyl)nicotinamide